CC(CCCCCCC(C)O)O 2,9-Decanediol